decane-1,9-diamine C(CCCCCCCC(C)N)N